CC1=NC(=NO1)C1=CC=C2C=CN=C(C2=C1)NCCN1C(C2=CC(=CC=C2C1)OCCC)=O 2-[2-[[7-(5-methyl-1,2,4-oxadiazol-3-yl)-1-isoquinolyl]amino]ethyl]-6-propoxy-isoindolin-1-one